BrC=1C=C(C=CC1)[C@@H](C(=O)N[C@@H]([C@H]1CNC2=C(N1)N=CC=C2)C2=CC=CC=C2)C (S)-2-(3-bromophenyl)-N-((R)-phenyl((R)-1,2,3,4-tetrahydropyrido[2,3-b]pyrazin-3-yl)methyl)propanamide